5-(3-methoxyphenyl)pentanoic acid COC=1C=C(C=CC1)CCCCC(=O)O